CNS(=O)(=O)CC1CCC(CC1)N(C=1C2=C(N=CN1)N(C=C2)C(CCCC[C@H]2S[S@](CC2)=O)=O)C N-methyl-1-((1R,4r)-4-(methyl(7-(5-((3R)-1-oxido-1,2-dithiolan-3-yl)pentanoyl)-7H-pyrrolo[2,3-d]pyrimidin-4-yl)amino)cyclohexyl)methanesulfonamide